6-chloro-3-(2-(2-hydroxy-prop-2-yl)(N-morpholinyl))pyridinecarbaldehyde ClC1=CC=C(C(=N1)C=O)N1CC(OCC1)C(C)(C)O